(S)-2-(4-(2-acetyl-5-chlorophenyl)-3-methoxy-6-oxopyridazin-1(6H)-yl)-3-propanoic acid C(C)(=O)C1=C(C=C(C=C1)Cl)C=1C(=NN(C(C1)=O)[C@@H](C)C(=O)O)OC